4-chlorobenzyl (S)-(4-(1-(N-methylpyrrolidine-1-carboxamido)eth-yl)phenyl)carbamate CN(C(=O)N1CCCC1)[C@@H](C)C1=CC=C(C=C1)NC(OCC1=CC=C(C=C1)Cl)=O